FC1=CN=CC2=C1N=C(N=C2N)OCC21CCCN1CCC2 8-fluoro-2-((tetrahydro-1H-pyrrolizin-7a(5H)-yl)methoxy)pyrido[4,3-d]pyrimidin-4-amine